prop-2-en-1-yl-glutamate C(C=C)N[C@@H](CCC(=O)[O-])C(=O)[O-]